CC=1C=C(N)C=CC1OC1=CN=C(S1)N1CCOCC1 3-methyl-4-((2-morpholinothiazol-5-yl)oxy)aniline